3-cyano-4-(Hydroxymethyl)-5-(1H-benzimidazol-5-yl)benzamide C(#N)C=1C=C(C(=O)N)C=C(C1CO)C1=CC2=C(NC=N2)C=C1